2-bromo-1-(3,5-difluoro-4-hydroxyphenyl)ethan-1-one BrCC(=O)C1=CC(=C(C(=C1)F)O)F